3-{[2-(2-cyano-4-fluorophenyl)-2-azaspiro[3.3]heptan-6-yl]oxy}-N-[(3R)-pyrrolidin-3-yl]-6-[2-(trifluoromethoxy)phenyl]pyridine-2-carboxamide C(#N)C1=C(C=CC(=C1)F)N1CC2(C1)CC(C2)OC=2C(=NC(=CC2)C2=C(C=CC=C2)OC(F)(F)F)C(=O)N[C@H]2CNCC2